3-(3,4-dichlorophenoxy)propionamide ClC=1C=C(OCCC(=O)N)C=CC1Cl